Cl.Cl.O1CCN(CC1)C=1C=CC=2CC3=CC=C(C=C3OC2C1)N1CCOCC1 3,6-Bis-morpholinoxanthene dihydrochloride